(R)-N-[(1R)-1-(2-amino-5-fluoropyridin-3-yl)ethyl]-2-methylpropane-2-sulfinamide NC1=NC=C(C=C1[C@@H](C)N[S@](=O)C(C)(C)C)F